5-chloro-N-((1r,4r)-4-((3-(6-methoxy-2-methylpyridin-3-yl)-2-oxo-2,3-dihydro-1H-benzo[d]imidazol-1-yl)methyl)cyclohexyl)-2-methyl-nicotinamide ClC=1C=NC(=C(C(=O)NC2CCC(CC2)CN2C(N(C3=C2C=CC=C3)C=3C(=NC(=CC3)OC)C)=O)C1)C